tert-butyl 3-((4-((4-(benzyloxy)-2-(dimethylphosphoryl) phenyl)amino)-5-chloropyrimidin-2-yl)amino)-1-methyl-4,6-dihydropyrrolo[3,4-c]pyrazole-5(1H)-carboxylate C(C1=CC=CC=C1)OC1=CC(=C(C=C1)NC1=NC(=NC=C1Cl)NC=1C2=C(N(N1)C)CN(C2)C(=O)OC(C)(C)C)P(=O)(C)C